((1R,6'R,7a'R)-2,2,6'-trifluorodihydro-1'H,3'H-spiro[cyclopropan-1,2'-pyrrolizin]-7a'(5'H)-yl)methanol FC1(C[C@@]12C[C@@]1(C[C@H](CN1C2)F)CO)F